dimethyl-heptadecyl-(2-methacryloyloxyethyl)ammonium bromide [Br-].C[N+](CCOC(C(=C)C)=O)(CCCCCCCCCCCCCCCCC)C